calcium octyl phosphate P(=O)(OCCCCCCCC)([O-])[O-].[Ca+2]